1-[(1S,2R)-2-amino-3,3-difluorocyclohexyl]-N-methyl-N-(propan-2-yl)azetidin-3-amine N[C@@H]1[C@H](CCCC1(F)F)N1CC(C1)N(C(C)C)C